N-(2,4-difluoro-3-(1-(1-((2-(trimethylsilyl)ethoxy)methyl)-4,5,6,7-tetrahydro-1H-benzo[d]imidazol-2-yl)imidazo[1,5-a]pyridin-6-yl)phenyl)-5-fluoro-2-methoxypyridine-3-sulfonamide FC1=C(C=CC(=C1C=1C=CC=2N(C1)C=NC2C2=NC1=C(N2COCC[Si](C)(C)C)CCCC1)F)NS(=O)(=O)C=1C(=NC=C(C1)F)OC